1-(1-{2-[4-(2,3-Dimethylphenyl)piperazin-1-yl]-2-oxoethyl}-1,4,5,6-tetrahydrocyclopenta[c]pyrazol-3-carbonyl)piperidin-4-carboxamid CC1=C(C=CC=C1C)N1CCN(CC1)C(CN1N=C(C2=C1CCC2)C(=O)N2CCC(CC2)C(=O)N)=O